N-vinyl-morpholine 1-(2-chloroethyl)-1,2,3,6-tetrahydropyridin-3-yl-pivalate ClCCN1CC(C=CC1)CC(C(=O)O)(C)C.C(=C)N1CCOCC1